S(=O)(=O)(C1=CC=C(C)C=C1)OCC1CCN(CC1)C(=O)OC(C)(C)C tert-Butyl 4-(tosyloxymethyl)piperidine-1-carboxylate